NC1=NC(=C(C=C1C=1C=C2CCNC(C2=CC1)=O)C1=CC(=C(C=C1)C1CCOCC1)CN(C)C)F 6-(2-amino-5-(3-((dimethylamino)methyl)-4-(tetrahydro-2H-pyran-4-yl)phenyl)-6-fluoropyridin-3-yl)-3,4-dihydroisoquinolin-1(2H)-one